CC(CCCC)C=1C=C(C(=C(C1)O)[C@H]1[C@@H](CCC(=C1)C)C(=C)C)O (1'R,2'R)-4-(hexan-2-yl)-5'-methyl-2'-(prop-1-en-2-yl)-1',2',3',4'-tetrahydro-[1,1'-biphenyl]-2,6-diol